ClC1=NC2=CC(=CC=C2C(=C1)NCCC1=CC=C(C=C1)[N+](=O)[O-])OC(F)(F)F 2-chloro-N-(4-nitrophenethyl)-7-(trifluoromethoxy)quinolin-4-amine